p-guanidino-L-phenylalanine N(C(=N)N)C1=CC=C(C[C@H](N)C(=O)O)C=C1